ethyl 1-methyl-4-((3-methylbut-3-en-1-yl)oxy)-2-oxocyclohex-3-ene-1-carboxylate CC1(C(C=C(CC1)OCCC(=C)C)=O)C(=O)OCC